C(C)(C)(C)OC(=O)N1CCN(CC1)C1=C(C=NC=C1)N.FC1=CC=C(C=C1)N1C(C2=CC=CC=C2C1)=O 2-(4-fluorophenyl)isoindol-1-one tert-butyl-4-(3-aminopyridin-4-yl)piperazine-1-carboxylate